indolinal N1(CCC2=CC=CC=C12)C=O